3-bromo-5-[4-methyl-3-(trifluoromethyl)phenoxy]-1-(Prop-2-yl)-1H-1,2,4-triazole BrC1=NN(C(=N1)OC1=CC(=C(C=C1)C)C(F)(F)F)C(C)C